(Z)-ethyl (4-(hydroxymethyl)-3-phenylthiazolidin-2-ylidene)carbamate OCC1N(/C(/SC1)=N/C(OCC)=O)C1=CC=CC=C1